CC(C(C(C)=O)(C)O)(C)O trimethylacetyl-ethylene glycol